di-chlorocyanuric acid ClN1C(N(C(NC1=O)=O)Cl)=O